neopentyl ((((2R,3S,4R,5R)-5-(4-aminopyrrolo[2,1-f][1,2,4]triazin-7-yl)-5-cyano-3,4-dihydroxytetrahydrofuran-2-yl)methoxy)(naphthalen-1-yloxy)phosphoryl)-L-alaninate NC1=NC=NN2C1=CC=C2[C@]2([C@@H]([C@@H]([C@H](O2)COP(=O)(OC2=CC=CC1=CC=CC=C21)N[C@@H](C)C(=O)OCC(C)(C)C)O)O)C#N